4-[2-(4-Fluoro-phenyl)-4-oxo-thiazolidin-3-yl]-3-methyl-benzoic acid butyl ester C(CCC)OC(C1=CC(=C(C=C1)N1C(SCC1=O)C1=CC=C(C=C1)F)C)=O